C(C=C)N(C(CC)=O)CC1=CC=C(C=C1)C1=NOC(=N1)C(F)(F)F N-Allyl-N-[[4-[5-(trifluoromethyl)-1,2,4-oxadiazol-3-yl]phenyl]methyl]propanamid